CC(COC(CCCCCCCN(CCCCCCCC(=O)OC(CCCCCCCC)CCCCCCCC)CCNC(=O)OC(C)(C)C)=O)CCCCCCC 8-[2-(tert-butoxycarbonylamino)ethyl-[8-(1-octylnonyloxy)-8-oxo-octyl]amino]octanoic acid 2-methylnonyl ester